2-(4-amino-4-(2,2-difluoroethyl)piperidin-1-yl)-5-(7-chloro-2-methylbenzo[d]thiazol-6-yl)-7H-Pyrrolo[2,3-d]pyrimidine-4-carbonitrile NC1(CCN(CC1)C=1N=C(C2=C(N1)NC=C2C2=C(C1=C(N=C(S1)C)C=C2)Cl)C#N)CC(F)F